methyl 3-amino-6-chloro-5-(2-pyridylamino)pyrazine-2-carboxylate NC=1C(=NC(=C(N1)NC1=NC=CC=C1)Cl)C(=O)OC